(R)-cyclopropyl(4-(1-methyl-4-((1-(2-methyl-3-(trifluoromethyl)phenyl)ethyl)amino)phthalazin-6-yl)piperazin-1-yl)methanone C1(CC1)C(=O)N1CCN(CC1)C=1C=C2C(=NN=C(C2=CC1)C)N[C@H](C)C1=C(C(=CC=C1)C(F)(F)F)C